(R)-N'-(((S)-3-methyl-3,5,6,7-tetrahydro-2H-indeno[5,6-b]furan-4-yl)carbamoyl)-6,7-dihydro-5H-pyrazolo[5,1-b][1,3]oxazine-3-sulfonimidamide C[C@H]1C2=C(OC1)C=C1CCCC1=C2NC(=O)N=[S@](=O)(N)C=2C=NN1C2OCCC1